4,4'-di(methoxycarbonyl)-3,3'-di(tert-butyl-peroxycarbonyl)benzophenone COC(=O)C1=C(C=C(C(=O)C2=CC(=C(C=C2)C(=O)OC)C(=O)OOC(C)(C)C)C=C1)C(=O)OOC(C)(C)C